2-methyl-5-(1-(quinazolin-2-yl)piperidin-3-yl)-1,3,4-thiadiazole CC=1SC(=NN1)C1CN(CCC1)C1=NC2=CC=CC=C2C=N1